2-bromo-5-((1-(4-(difluoromethyl)phenyl)-4-methyl-1H-pyrazol-5-yl)methoxy)pyrazine BrC1=NC=C(N=C1)OCC1=C(C=NN1C1=CC=C(C=C1)C(F)F)C